N-[2-[[2-Chloro-4-[[5-[4-(cyanomethoxy)-2,3-difluorophenyl]-1-methylimidazol-2-carbonyl]amino]benzoyl]amino]ethyl]piperidin-4-carboxamid ClC1=C(C(=O)NCCNC(=O)C2CCNCC2)C=CC(=C1)NC(=O)C=1N(C(=CN1)C1=C(C(=C(C=C1)OCC#N)F)F)C